6-((5-(5-(difluoromethyl)-3-methyl-1H-1,2,4-triazol-1-yl)-7-((2-methyl-1H-imidazol-1-yl)methyl)-1-oxo-3,4-dihydroisoquinolin-2(1H)-yl)methyl)-4-ethoxynicotinonitrile FC(C1=NC(=NN1C1=C2CCN(C(C2=CC(=C1)CN1C(=NC=C1)C)=O)CC1=NC=C(C#N)C(=C1)OCC)C)F